OC1=C(C=CC(=C1)[N+](=O)[O-])NC(=O)NC1=C(C=CC=C1)Br N-(2-Hydroxy-4-nitrophenyl)-N'-(2-bromophenyl)urea